FC=1C=C(C=C2CC(CC12)C=O)NC(=O)[C@H]1N(CCC1)C (2S)-N-(7-Fluoro-2-formyl-indan-5-yl)-1-methyl-pyrrolidine-2-carboxamide